C(C(C)C)(=O)OC[C@@H]1[C@H]([C@H]([C@@H](O1)N1C(=O)N=C(N)C=C1)O)O cytidine 5'-isobutyrate